pyrido[2,3-d]pyrimidine-4,7(3H,8H)-dione N1=CNC(C2=C1NC(C=C2)=O)=O